2,7-diisobutyryl-thianthrene C(C(C)C)(=O)C1=CC=2SC3=CC=C(C=C3SC2C=C1)C(C(C)C)=O